2-{2-{[3-(morpholin-4-yl)propyl]Amino}acetamido}benzamide N1(CCOCC1)CCCNCC(=O)NC1=C(C(=O)N)C=CC=C1